C(CCCCC)OC(CCCCCCCC\C=C/CCO)OCCCCCC (3Z)-13,13-dihexyloxy-3-tridecen-1-ol